3-(2,5-dimethoxybenzyl)-8-(2,5-dimethoxybenzylsulfonyl)-1,7-dimethyl-1H-purine-2,6(3H,7H)-dione COC1=C(CN2C(N(C(C=3N(C(=NC23)S(=O)(=O)CC2=C(C=CC(=C2)OC)OC)C)=O)C)=O)C=C(C=C1)OC